caffeoylspermidine C1=CC(=C(C=C1/C=C/C(=O)NCCCCNCCCN)O)O